CS(=O)(=O)C=1C=C(C=C(C1)OC)C=1C=CC2=C(C=3CN(C(C3C=C2)=O)CC(C(=O)N)=C)C1 2-{[8-(3-methanesulfonyl-5-methoxyphenyl)-3-oxo-1H,2H,3H-benzo[e]isoindol-2-yl]methyl}prop-2-enamide